C(CCCCCCC)OP(=O)(OCCCCCCCC)C=1C=CC=C2C=CC(=NC12)C=CC(=O)O 3-(8-(bis(octyloxy)phosphoryl)quinolin-2-yl)acrylic acid